3-(4-(tert-butyl)phenyl)-4-methyltricyclo[4.2.1.02,5]non-3,7-diene C(C)(C)(C)C1=CC=C(C=C1)C=1C2C3C=CC(C2C1C)C3